C(C(=C)C)(=O)OCCCCCCP(=O)=C(O)C[N+](C)(C)C 6-methacryloyloxyhexyl-phosphorylcholine